3-[2-(chlorodimethylsilyl)ethyl]-7-oxabicyclo[4.1.0]heptane Cl[Si](CCC1CC2OC2CC1)(C)C